FC=1C(=NC(=NC1)NC1CCN(CC1)S(=O)(=O)C)C1=CC2=C(C3(CCCCN3C2=O)C(C)C)S1 2-(5-Fluoro-2-((1-(methylsulfonyl)piperidin-4-yl)amino)pyrimidin-4-yl)-9a-isopropyl-7,8,9,9a-tetrahydrothieno[2,3-a]indolizin-4(6H)-one